3-chloro-N-((4R,5S,7R,8R,9S,10R)-8,10-dihydroxy-7-(hydroxymethyl)-9-(4-(3,4,5-trifluorophenyl)-1H-1,2,3-triazol-1-yl)-1,6-dioxaspiro[4.5]decan-4-yl)benzo[b]thiophene-2-carboxamide ClC=1C2=C(SC1C(=O)N[C@@H]1CCO[C@]13O[C@@H]([C@@H]([C@@H]([C@H]3O)N3N=NC(=C3)C3=CC(=C(C(=C3)F)F)F)O)CO)C=CC=C2